4-[3-(2-bromo-5-fluoro-pyrimidin-4-yl)-7-methoxy-imidazo[1,2-b]pyridazin-6-yl]-1,4-thiazinane 1,1-dioxide BrC1=NC=C(C(=N1)C1=CN=C2N1N=C(C(=C2)OC)N2CCS(CC2)(=O)=O)F